6-(tert-butyl) 4a-methyl (4aR,8R)-1-(4-fluorophenyl)-8-hydroxy-1,4,7,8-tetrahydro-6H-pyrazolo[3,4-g]isoquinoline-4a,6(5H)-dicarboxylate FC1=CC=C(C=C1)N1N=CC2=C1C=C1[C@H](CN(C[C@]1(C2)C(=O)OC)C(=O)OC(C)(C)C)O